C(\C=C\C1=CC=CC=C1)=O trans-trans-cinnamaldehyde